2-(5H-imidazo[1,5-b]isoindol-5-yl)-7-isopropylsulfonyl-7-azaspiro[3.5]nonan-3-ol C=1N=CN2C(C=3C=CC=CC3C21)C2CC1(C2O)CCN(CC1)S(=O)(=O)C(C)C